methyl 3-methyl-9-phenyl-16-thia-2,4,5,8-tetraazatetracyclo[8.6.0.02,6.011,15]hexadeca-1(10),3,5,8,11(15)-pentaene-13-carboxylate CC=1N2C=3SC=4CC(CC4C3C(=NCC2=NN1)C1=CC=CC=C1)C(=O)OC